2-[1-[3,6-Dimethyl-4-oxo-2-(1-prop-2-enoylpyrrolidin-2-yl)quinazolin-8-yl]ethylamino]benzoic acid CN1C(=NC2=C(C=C(C=C2C1=O)C)C(C)NC1=C(C(=O)O)C=CC=C1)C1N(CCC1)C(C=C)=O